Cl.O=C1NN=C(C2=CC=CC=C12)C1N(CCC2=CC=CC=C12)S(=O)(=O)N 4-oxo-3,4-dihydrophthalazin-1-yl-3,4-dihydroisoquinoline-2(1H)-sulfonamide hydrochloride